1',7'-dihydrospiro[cyclopropane-1,6'-pyrrolo[3,2-c]pyridine]-4'(5'H)-one N1C=CC=2C(NC3(CC21)CC3)=O